4-(3,5-difluorophenyl)-1,2,3,6-tetrahydropyridine hydrochloride Cl.FC=1C=C(C=C(C1)F)C=1CCNCC1